O[C@H](C)C1=NC=2C(=C3C(=NC2)NC=C3)N1N1CCC(CC1)NS(=O)(=O)C (R)-N-(1-(2-(1-hydroxyethyl)imidazo[4,5-d]pyrrolo[2,3-b]pyridin-1(6H)-yl)piperidin-4-yl)methanesulfonamide